2-(5'-(1,1,3,3-tetramethylbutyl)-2'-hydroxyphenyl)-benzotriazole CC(CC(C)(C)C)(C)C=1C=CC(=C(C1)N1N=C2C(=N1)C=CC=C2)O